methyl (2S)-2-[[(2R)-2,4-diamino-4-oxo-butanoyl]amino]-4-methyl-pentanoate N[C@@H](C(=O)N[C@H](C(=O)OC)CC(C)C)CC(=O)N